Cl.C(C1=CC=CC=C1)OC([C@H](CC1=CC(=CC=C1)S(=O)(=O)C)N)=O (S)-2-amino-3-(3-methylsulfonylphenyl)propionic acid benzyl ester hydrochloride